N,N-dimethylbenzoylallylamine CN(C)CC=CC(C1=CC=CC=C1)=O